[Cl-].C(CCC)[P+]1(CCCCC1)C 1-butyl-1-methyl-phosphinanium chloride